C(C1=CC=CC=C1)OCCC(=O)N1C2=C(NC(CC1)=O)C=CC=C2 5-(3-(benzyloxy)propionyl)-4,5-dihydro-1H-benzo[b][1,4]diazepin-2(3H)-one